2-(5-(cyclopropylmethyl)-3-phenyl-4-(4-sulfamoylbenzyl)-1H-pyrazol-1-yl)thiazole-4-carboxylic acid C1(CC1)CC1=C(C(=NN1C=1SC=C(N1)C(=O)O)C1=CC=CC=C1)CC1=CC=C(C=C1)S(N)(=O)=O